ethyl 1-(4-(2-cyanopropan-2-yl)benzyl)-5-propyl-1H-imidazole-4-carboxylate C(#N)C(C)(C)C1=CC=C(CN2C=NC(=C2CCC)C(=O)OCC)C=C1